3-(2-chloro-3,4-dimethoxybenzyl)-2-oxoimidazolidine-1-carbonyl chloride ClC1=C(CN2C(N(CC2)C(=O)Cl)=O)C=CC(=C1OC)OC